N-(3-chloro-2-methylphenyl)-2-{[(2S)-1-hydroxy-3,3-dimethylbutan-2-yl]amino}-6-({[2-(trifluoromethyl)phenyl]carbonyl}amino)-1H-benzimidazole-4-carboxamide ClC=1C(=C(C=CC1)NC(=O)C1=CC(=CC=2NC(=NC21)N[C@H](CO)C(C)(C)C)NC(=O)C2=C(C=CC=C2)C(F)(F)F)C